tert-butyl 2-(2-(4-(2-ethylpiperidin-1-yl)-3-(1-(2,2,2-trifluoroethyl)-1H-indazole-3-carboxamido) benzamido)-5-fluorophenyl)acetate C(C)C1N(CCCC1)C1=C(C=C(C(=O)NC2=C(C=C(C=C2)F)CC(=O)OC(C)(C)C)C=C1)NC(=O)C1=NN(C2=CC=CC=C12)CC(F)(F)F